p-chloro-o-benzylphenol ClC1=CC(=C(C=C1)O)CC1=CC=CC=C1